N-{4-[2-(2-chloro-3-fluorophenyl)acetamido]pyridin-2-yl}-N-(4-fluoro-3-methoxyphenyl)acetamide ClC1=C(C=CC=C1F)CC(=O)NC1=CC(=NC=C1)N(C(C)=O)C1=CC(=C(C=C1)F)OC